C(CCCCCCCCCCC)OC=1C=C(CN)C=C(C1)OCCCCCCCCCCCC 3,5-bis(dodecyloxy)benzylamine